tert-butyl N-[(3R,4R)-4-fluoro-1-[6-[(3-methoxy-1-methyl-pyrazol-4-yl)amino]-9-methyl-purin-2-yl]pyrrolidin-3-yl]-N-methyl-carbamate F[C@H]1[C@@H](CN(C1)C1=NC(=C2N=CN(C2=N1)C)NC=1C(=NN(C1)C)OC)N(C(OC(C)(C)C)=O)C